F[C@@H](C1(COC1)C=1C=C(C=CC1)N1C(C2=CC(=CC(=C2C1)C(F)(F)F)CN1CCC(CC1)(CO)F)=O)C1=NN=CN1C (S)-2-(3-(3-(fluoro(4-methyl-4H-1,2,4-triazol-3-yl)methyl)oxetan-3-yl)phenyl)-6-((4-fluoro-4-(hydroxymethyl)piperidin-1-yl)methyl)-4-(trifluoromethyl)isoindolin-1-one